2-[4-[[[6-[(4-chloro-3-methoxy-phenyl)methyl-cyclopropyl-amino]-5-fluoro-pyrimidin-4-yl]amino]methyl]phenyl]acetamide ClC1=C(C=C(C=C1)CN(C1=C(C(=NC=N1)NCC1=CC=C(C=C1)CC(=O)N)F)C1CC1)OC